FC(C(=O)OCCC(C(C(C(C(C(F)(F)F)(F)F)(F)F)(F)F)(F)F)(F)F)=C 2-(perfluorohexyl)ethyl α-fluoroacrylate